1-(dimethylsulfamoyl)-1H-imidazole-4-carboxylate CN(S(=O)(=O)N1C=NC(=C1)C(=O)[O-])C